FC(CN1N=CC=2C1=NC(=CN2)N2C[C@@H](CCC2)[C@@H](C)OC2=C(C=CC=C2)C(F)(F)F)F 1-(2,2-difluoroethyl)-6-((R)-3-((R)-1-(2-(trifluoromethyl)phenoxy)ethyl)piperidin-1-yl)-1H-pyrazolo[3,4-b]pyrazine